6-chloro-3-(3-chloro-2-fluorobenzylidene)indolin-2-one ClC1=CC=C2C(C(NC2=C1)=O)=CC1=C(C(=CC=C1)Cl)F